tert-butyl (S)-(27-(4-(2-(4-(4-chlorophenyl)-2,3,9-trimethyl-6H-thieno[3,2-f][1,2,4]triazolo[4,3-a][1,4]diazepin-6-yl)acetamido)phenyl)-3,6,9,12,15,18,21,24-octaoxaheptacosyl)carbamate ClC1=CC=C(C=C1)C1=N[C@H](C=2N(C3=C1C(=C(S3)C)C)C(=NN2)C)CC(=O)NC2=CC=C(C=C2)CCCOCCOCCOCCOCCOCCOCCOCCOCCNC(OC(C)(C)C)=O